3-methyl-pentanone CC(C(C)=O)CC